C(C)OC1=CC=C2C(=NC=NC2=C1)O[C@@H]1CC[C@H](CC1)N1C(N(CC1=O)C=1C=NC=C(C1)C(F)(F)F)=O 3-{trans-4-[(7-ethoxy-4-quinazolinyl)oxy]cyclohexyl}-1-[5-(trifluoromethyl)-3-pyridinyl]-2,4-imidazolidinedione